6-Chloro-3-((R)-9-((R*)-1-(4-(difluoromethoxy)phenyl)ethyl)-3-methyl-10-oxo-1,2,3,4,7,8,9,10-octahydropyrido[4',3':3,4]pyrazolo[1,5-a]pyrazine-2-carbonyl)-2-methylbenzonitrile ClC1=CC=C(C(=C1C#N)C)C(=O)N1CC=2C(=NN3C2C(N(CC3)[C@H](C)C3=CC=C(C=C3)OC(F)F)=O)C[C@H]1C |o1:23|